S(O)(O)(=O)=O.C(CCCCCCCCCCCCCCC)N1CN(C=C1)C 1-hexadecyl-3-methylimidazole bisulfate salt